(S)-3-(7-chloro-3-cyclopropyl-2-oxo-5-phenyl-2,3-dihydro-1H-benzo[e][1,4]diazepin-1-yl)-N-(pyridin-2-ylsulfonyl)propanamide ClC1=CC2=C(N(C([C@@H](N=C2C2=CC=CC=C2)C2CC2)=O)CCC(=O)NS(=O)(=O)C2=NC=CC=C2)C=C1